N,N-dimethyl-hexadecyl-ammonium bromide [Br-].C[NH+](C)CCCCCCCCCCCCCCCC